FC(OC=1C=C(C=CC1)N1C([C@](C2=CC(=CC=C12)C(=O)NC1(CS(C1)(=O)=O)C)(C(F)(F)F)O)=O)F (R)-1-(3-(difluoromethoxy)phenyl)-3-hydroxy-N-(3-methyl-1,1-dioxidothietan-3-yl)-2-oxo-3-(trifluoromethyl)indoline-5-carboxamide